C1=CC=C(C=C1)OC2=C(C=C(C=C2)N)N 2,4-diaminodiphenyl ether